[Pd+2].Cl[O-].[Na+].Cl[O-].Cl[O-] sodium hypochlorite palladium